1-[2-(3,3-difluoroazetidin-1-yl)pyridin-4-yl]methanamine FC1(CN(C1)C1=NC=CC(=C1)CN)F